C(C)(C)(C)OC(=O)N1C[C@H](CC1)[C@@H](C(=O)OC(C)(C)C)CC1=CSC2=C1C=C(C=C2)C=O (3R)-3-[(2S)-1-(tert-butoxy)-3-(5-formyl-1-benzothiophen-3-yl)-1-oxopropan-2-yl]pyrrolidine-1-carboxylic acid tert-butyl ester